ethyl 3-[1,4-dimethyl-7-(trifluoromethyl)-1H-benzotriazol-5-yl]-3-[7-(hydroxymethyl)-1-benzothiophen-5-yl]propanoate CN1N=NC2=C1C(=CC(=C2C)C(CC(=O)OCC)C=2C=C(C1=C(C=CS1)C2)CO)C(F)(F)F